tert-butyl (2S,4S)-4-(benzyloxycarbonylamino)-2-formyl-pyrrolidine-1-carboxylate C(C1=CC=CC=C1)OC(=O)N[C@H]1C[C@H](N(C1)C(=O)OC(C)(C)C)C=O